NCCCO[Si](OC)(C)CCCN (aminoethyl)gamma-aminopropyl-methyl-dimethoxysilane